N-((1r,3r)-3-aminocyclobutyl)-1-(3,4-dimethyl-2-p-tolyl-2H-pyrazolo[3,4-d]pyridazin-7-yl)piperidine-4-carboxamide NC1CC(C1)NC(=O)C1CCN(CC1)C1=NN=C(C=2C1=NN(C2C)C2=CC=C(C=C2)C)C